C(C)(C)(C)N=P1(N(CCCN1C)C)N(CC)CC 2-(tert-butylimino)-N,N-diethyl-1,3-dimethyl-1,3,2λ5-diazaphosphinan-2-amine